Cl.NCCCC1=C(C(=O)OC)C=CC(=C1)NC(=O)C1CCN(CC1)C(C[C@H]1C=2N(C3=C(C(=N1)C1=CC=C(C=C1)Cl)C(=C(S3)C)C)C(=NN2)C)=O methyl (S)-2-(3-aminopropyl)-4-(1-(2-(4-(4-chlorophenyl)-2,3,9-trimethyl-6H-thieno[3,2-f][1,2,4]triazolo[4,3-a][1,4]diazepin-6-yl)acetyl)piperidine-4-carboxamido)benzoate hydrochloride